C(C)(C)C1(CO1)C 2-isopropyl-2-methyl ethylene oxide